4-(2,6-bis(benzyloxy)pyridin-3-yl)-3-chloro-2-methoxyaniline C(C1=CC=CC=C1)OC1=NC(=CC=C1C1=C(C(=C(N)C=C1)OC)Cl)OCC1=CC=CC=C1